P(S)(O)(O)=S di-thiophosphoric acid